FC1=CC=C(C=C1)C(CNC1=NC=C(C=N1)C(=O)NC1(CC1)C(=O)N)(C)C 1-[(2-{[2-(4-fluorophenyl)-2-methylpropyl]amino}pyrimidin-5-yl)carbonylamino]cyclopropanecarboxamide